hexafluoro-phosphoric acid ammonium [NH4+].F[P-](F)(F)(F)(F)F.[H+]